(S)-2-((((S)-2-(3-chlorophenyl)-2,2-difluoro-1-phenylethoxy)carbonyl)amino)-3-cyclohexylpropionic acid ClC=1C=C(C=CC1)C([C@@H](OC(=O)N[C@H](C(=O)O)CC1CCCCC1)C1=CC=CC=C1)(F)F